Benzyl Tert-butyl [(1S,3R,4R)-4-(methoxymethoxy)cyclopentane-1,3-diyl]biscarbamate COCO[C@H]1[C@@H](C[C@@H](C1)NC(OCC1=CC=CC=C1)=O)NC(OC(C)(C)C)=O